(S)-methyl 3-(2-(3-(tert-butoxycarbonylamino)-benzamido)acetamido)-2-(2-chloro-6-methylbenzamido)propanoate C(C)(C)(C)OC(=O)NC=1C=C(C(=O)NCC(=O)NC[C@@H](C(=O)OC)NC(C2=C(C=CC=C2C)Cl)=O)C=CC1